(9-Anthrylmethyl)bis(2-pyridylmethyl)-amine C1=CC=CC2=CC3=CC=CC=C3C(=C12)CN(CC1=NC=CC=C1)CC1=NC=CC=C1